4-(4-trifluoromethoxyphenyl)-N-(4-hydroxy-3-(methylsulfonyl)phenyl)cyclohexane-1-carboxamide methyl-4-amino-5,6-dihydro-2H-pyran-3-carboxylate COC(=O)C=1COCCC1N.FC(OC1=CC=C(C=C1)C1CCC(CC1)C(=O)NC1=CC(=C(C=C1)O)S(=O)(=O)C)(F)F